ClC1=C2C=CC=NC2=C(C=C1)NC(=O)C1=NC=C(N=C1)NC(C)CCCN(CC)CC N-(5-chloroquinolin-8-yl)-5-((5-(diethylamino)pentan-2-yl)amino)pyrazine-2-carboxamide